2-{[1-(4-chlorophenyl)-4-methyl-1H-1,2,3-triazol-5-yl]methoxy}-6-(oxolane-3-carbonyl)-5,6,7,8-tetrahydro-1,6-naphthyridine ClC1=CC=C(C=C1)N1N=NC(=C1COC1=NC=2CCN(CC2C=C1)C(=O)C1COCC1)C